4-(3-methoxy-4-(5-((2,2,6,6-tetramethylpiperidin-4-yl)oxy)-1,3,4-thiadiazol-2-yl)phenyl)-1-methylpyridin-2(1H)-one COC=1C=C(C=CC1C=1SC(=NN1)OC1CC(NC(C1)(C)C)(C)C)C1=CC(N(C=C1)C)=O